C(C)C(C(C)C)CC[C@@H](C)[C@H]1CC[C@H]2C3=CCC4CCCC[C@]4(C)[C@H]3CC[C@]12C 24-ethylcholest-7-en